3-[8-methyl-2-(3-methyl-1-benzofuran-2-yl)-5-[(1R)-1-phenylethoxy]Quinolin-4-yl]-1H-pyrazol-5-ol CC=1C=CC(=C2C(=CC(=NC12)C=1OC2=C(C1C)C=CC=C2)C2=NNC(=C2)O)O[C@H](C)C2=CC=CC=C2